BrC=1N=C(SC1C)NC(=O)[C@H]1N(C[C@@H](C1)F)C(=O)OC(C)(C)C tert-Butyl (2S,4R)-2-((4-bromo-5-methylthiazol-2-yl)carbamoyl)-4-fluoropyrrolidine-1-carboxylate